C1(=C(C=CC=C1)P(C1CCCCC1)C1CCCCC1)C1=CC=CC=C1 biphenyl-2-yl-(dicyclohexyl)phosphine